tert-Butyl 2-((((9H-fluoren-9-yl)methoxy) carbonyl)amino)-4-(2-fluoro-4-methoxyphenyl)butanoate C1=CC=CC=2C3=CC=CC=C3C(C12)COC(=O)NC(C(=O)OC(C)(C)C)CCC1=C(C=C(C=C1)OC)F